OC1=CC=C(C=C1)C(=C(CC)C1=CC=C(C=C1)O)C1=CC=C(C=C1)N1CCC(CC1)CN[C@H]1CN(CCC1)C=1C=C2C(N(C(C2=CC1)=O)C1C(NC(CC1)=O)=O)=O 5-((R)-3-(((1-(4-(1,2-bis(4-hydroxyphenyl)but-1-en-1-yl)phenyl)piperidin-4-yl)methyl)amino)piperidin-1-yl)-2-(2,6-dioxopiperidin-3-yl)isoindoline-1,3-dione